C(=CCC)NC(C(=O)O)CCC 2-(but-1-en-1-ylamino)pentanoic acid